dicyclohexyl-(2',6'-diisopropoxy-[1,1'-Biphenyl]-2-yl)phosphine C1(CCCCC1)P(C1=C(C=CC=C1)C1=C(C=CC=C1OC(C)C)OC(C)C)C1CCCCC1